4,4,4-trifluoro-3-{2-[(1s,4s)-4-{[rel-(1R,5S)-2-[(tert-butoxy)carbonyl]-7-oxo-9-oxa-2,6-diazaspiro[4.5]decan-1-yl]methoxy}cyclohexyl]phenoxy}butanoic acid FC(C(CC(=O)O)OC1=C(C=CC=C1)C1CCC(CC1)OC[C@@H]1N(CC[C@]12NC(COC2)=O)C(=O)OC(C)(C)C)(F)F |o1:22,26|